O=C1NC(CCC1N1C(C2=CC=C(C=C2C1=O)OC1CC2(C1)CCN(CC2)C(=O)OC(C)(C)C)=O)=O tert-butyl 2-[[2-(2,6-dioxopiperidin-3-yl)-1,3-dioxoisoindol-5-yl] oxy]-7-azaspiro[3.5]nonane-7-carboxylate